2-amino-(6-thienyl)purine NC1=NC(=C2NC=NC2=N1)C=1SC=CC1